ClC=1C(=NC=C(C1)C)C=O 3-CHLORO-5-METHYLPYRIDINE-2-CARBOXALDEHYDE